rac-(4bS,5R,6S,7S,7aR)-7a-(4-bromophenyl)-6-((3,3-difluoroazetidin-1-yl)methyl)-4-methoxy-7-phenyl-5,6,7,7a-tetrahydro-4bH-cyclopenta[4,5]furo[2,3-c]pyridine-4b,5-diol BrC1=CC=C(C=C1)[C@]12[C@](C3=C(C=NC=C3OC)O1)([C@@H]([C@@H]([C@H]2C2=CC=CC=C2)CN2CC(C2)(F)F)O)O |r|